C(#N)[C@@H]1C[C@@]2(CN1C(=O)[C@@H]1[C@H]3C([C@H]3CN1C(C(=O)NC1CC1)=O)(C)C)C(NC1=CC=CC=C12)=O 2-((1R,2S,5S)-2-((3R,5'S)-5'-cyano-2-oxospiro[indole-3,3'-pyrrolidine]-1'-carbonyl)-6,6-dimethyl-3-azabicyclo[3.1.0]hex-3-yl)-N-cyclopropyl-2-oxoacetamide